(R)-4-((3S,5S,8R,9S,10S,13R,14S,17R)-3-hydroxy-10,13-dimethylhexadecahydro-1H-cyclopenta[a]phenanthren-17-yl)-1-(4-(1-methyl-1H-pyrazol-4-yl)piperazin-1-yl)pentan-1-one O[C@H]1CC[C@@]2([C@H]3CC[C@@]4([C@H](CC[C@H]4[C@@H]3CC[C@H]2C1)[C@@H](CCC(=O)N1CCN(CC1)C=1C=NN(C1)C)C)C)C